6-{5-chloro-2-[(oxacyclohex-4-yl)amino]pyrimidin-4-yl}-2-[2-oxo-2-(2,3,4,5-tetrahydro-1H-2-benzazepin-2-yl)ethyl]-2,3-dihydro-1H-isoindol-1-one ClC=1C(=NC(=NC1)NC1CCOCC1)C1=CC=C2CN(C(C2=C1)=O)CC(N1CC2=C(CCC1)C=CC=C2)=O